BrC1=C(C(=C(C=C1)F)C(F)(F)F)F 1-bromo-2,4-difluoro-3-(trifluoromethyl)benzene